C1(CC1)C=1C=CC=2N(C1)C=C(N2)CN2N=NC(=C2)C(=O)NCC=2C=CC=1N(C2)C=CN1 1-((6-cyclopropylimidazo[1,2-a]pyridin-2-yl)methyl)-N-(imidazo[1,2-a]pyridin-6-ylmethyl)-1H-1,2,3-triazole-4-carboxamide